BrC=1C=C(C=C(C1)Cl)C1N(CCNC1)C(=O)OC(C)(C)C tert-Butyl 2-(3-bromo-5-chloro-phenyl)piperazine-1-carboxylate